1-cyclobutyl-4-((6-(phenyl-d5)pyridazin-3-yl)methyl)piperazine-2,3-dione C1(CCC1)N1C(C(N(CC1)CC=1N=NC(=CC1)C1=C(C(=C(C(=C1[2H])[2H])[2H])[2H])[2H])=O)=O